N1(CCC1)C1=CN=NN1CC(=O)N1[C@@H](C[C@H](C1)F)C(=O)N[C@@H](C1=CC=CC=C1)C1=NC(=C(C=C1)C(C)C)F (2S,4R)-1-{2-[5-(azetidin-1-yl)-1H-1,2,3-triazol-1-yl]acetyl}-4-fluoro-N-[(S)-[6-fluoro-5-(propan-2-yl)pyridin-2-yl](phenyl)methyl]pyrrolidine-2-carboxamide